6-(4-hydrazinophenyl)-4,5-dihydropyridazin N(N)C1=CC=C(C=C1)C=1CCC=NN1